Cl.NC1=NCC(N1)=O 2-amino-3,5-dihydro-4H-imidazol-4-one hydrochloride